C(C1=CC=CC=C1)C1=C(SC=2N3C([C@@H](OCC21)C)=NN=C3C)C#CC=3C=NN(C3)CCCCNC3=C2CN(C(C2=CC=C3)=O)C3C(NC(CC3)=O)=O 3-(4-((4-(4-(((S)-3-Benzyl-6,9-dimethyl-4H,6H-thieno[2,3-e][1,2,4]triazolo[3,4-c][1,4]oxazepin-2-yl)ethynyl)-1H-pyrazol-1-yl)butyl)amino)-1-oxoisoindolin-2-yl)piperidin-2,6-dion